methyl (2S,4R)-4-hydroxypyrrolidine-1,2-dicarboxylate O[C@@H]1C[C@H](N(C1)C(=O)OC)C(=O)[O-]